NC=1C=NC2=CC=C(C=C2N1)CN(C(=O)C=1C=NC=C(C1)C(F)(F)F)C1=CC=CC=2CCS(C21)(=O)=O N-[(3-aminoquinoxalin-6-yl)methyl]-N-(1,1-dioxo-2,3-dihydro-1λ6-benzothiophen-7-yl)-5-(trifluoromethyl)pyridine-3-carboxamide